C1(CC1)C=1N=C(C2=C(N1)C(=CS2)C(F)(F)F)N[C@H](CN2CCNCC2)C 2-cyclopropyl-N-[(2S)-1-(piperazin-1-yl)propan-2-yl]-7-(trifluoromethyl)thieno[3,2-d]pyrimidin-4-amine